O=C1NC(CCC1C1=CC=C(C=C1)C1CCC(CC1)N1CCC(CC1)N1CCN(CC1)C=1C=C2C(N(C(C2=CC1)=O)[C@H](CS(=O)(=O)C)C1=CC(=C(C=C1)OC)OCC)=O)=O 5-(4-(1-(4-(4-(2,6-dioxopiperidin-3-yl)phenyl)cyclohexyl)-piperidin-4-yl)-piperazin-1-yl)-2-((S)-1-(3-ethoxy-4-methoxyphenyl)-2-(methylsulfonyl)ethyl)-isoindoline-1,3-dione